3-chloro-4-[(3,5-difluoropyridin-2-yl)(2H2)methoxy]-3'-fluoro-5',6-dimethyl-2'-(trimethylstannyl)-[1,4'-bipyridin]-2-one hydrofluoride F.ClC=1C(N(C(=CC1OC([2H])([2H])C1=NC=C(C=C1F)F)C)C1=C(C(=NC=C1C)[Sn](C)(C)C)F)=O